(NE)-N-[(6E)-2,4,4,7-tetramethylnona-6,8-dien-3-ylidene]hydroxylamine CC(C)/C(/C(C\C=C(\C=C)/C)(C)C)=N\O